1-{[4-({methyl[6-(trifluoromethyl)pyridin-2-yl]amino}methyl)phenyl]methyl}azetidine-3-carboxylic acid CN(C1=NC(=CC=C1)C(F)(F)F)CC1=CC=C(C=C1)CN1CC(C1)C(=O)O